N1=C(C=CC=C1)C1=NC=C(C=N1)OCCN1C(CCCC1)=O 1-(2-((2-(pyridin-2-yl)pyrimidin-5-yl)oxy)ethyl)piperidin-2-one